(S,S)-N-[2-[2-(4-methylbenzyloxy)ethyl]amino-1,2-diphenylethyl]-methanesulfonamide CC1=CC=C(COCCN[C@H]([C@H](C2=CC=CC=C2)NS(=O)(=O)C)C2=CC=CC=C2)C=C1